[O-][N+]1=C(C2=C(C=3C=CC=CC13)SC(=N2)CCC)N 5-oxido-2-propyl-thiazolo[4,5-c]quinolin-5-ium-4-amine